OCC=1N(S(C=CC1)(=O)=O)C (hydroxymethyl)-2-methyl-1,2-thiazine 1,1-dioxide